ClC=1C=NC(=C2C(C=C(N(C12)C1=C(C=CC=C1Cl)Cl)C)=O)CC(CO)O 8-chloro-1-(2,6-dichlorophenyl)-5-(2,3-dihydroxypropyl)-2-methyl-1,6-naphthyridin-4(1H)-one